FC1=CC=C(CN2C(C(=CC3=CC(=CN=C23)C2COC2)C(=O)NC2CC3(C2)CCC3)=O)C=C1 1-(4-fluorobenzyl)-6-(oxetan-3-yl)-2-oxo-N-(spiro[3.3]heptan-2-yl)-1,2-dihydro-1,8-naphthyridine-3-carboxamide